1-(tert-Butyl) 2-methyl (2S,4S)-4-azidopiperidine-1,2-dicarboxylate N(=[N+]=[N-])[C@@H]1C[C@H](N(CC1)C(=O)OC(C)(C)C)C(=O)OC